3,3-bis(4-hydroxyphenyl)-2-phenylpropan-1-one OC1=CC=C(C=C1)C(C(C=O)C1=CC=CC=C1)C1=CC=C(C=C1)O